3-chloropropionic acid [3-(3-chloropropionylamino) phenyl] ester ClCCC(=O)NC=1C=C(C=CC1)OC(CCCl)=O